7-propynylisocarbostyril C(#CC)C1=CC=C2C=CNC(=O)C2=C1